FC1=C2CC(CC2=C(C=C1C(C(=O)N)(C)N(C)C)F)(O)C=O (4,7-Difluoro-2-formyl-2-hydroxy-indan-5-yl)-2-(dimethylamino)propanamide